OC1N(CCC1)C(CNC(OCC1C2=CC=CC=C2C=2C=CC=CC12)=O)=O 9H-Fluoren-9-ylmethyl N-[2-(2-hydroxypyrrolidin-1-yl)-2-oxoethyl]carbamate